CCCCC(N)N 4-methyl-butanediamine